3-(difluoromethyl)-1-(1,4-dioxaspiro[4.5]decan-8-yl)-1H-pyrazole FC(C1=NN(C=C1)C1CCC2(OCCO2)CC1)F